4-(2-(bis(2-hydroxyethyl)amino)ethoxy)-benzamide OCCN(CCOC1=CC=C(C(=O)N)C=C1)CCO